ClN([Co-2](N)(N)(N)Cl)Cl cis-dichlorotetraaminocobalt (III) monochloride